3-(2-prop-2-ynoxyethoxy)propanoic acid C(C#C)OCCOCCC(=O)O